4-imino-1,4lambda6-oxathiolane 4-oxide N=S1(CCOC1)=O